[K+].N1=C(C=CC=C1)C(=O)[O-] Pyridine-2-carboxylic acid potassium salt